CC1=C(C=NN1C1CCOCC1)C1=NC=2C(=NC=CC2C=2C=C3CCCC(C3=CC2)NC(=O)C2=NC(=NO2)C(C)(C)C)N1 3-tert-Butyl-[1,2,4]oxadiazole-5-carboxylic acid (6-{2-[5-methyl-1-(tetrahydro-pyran-4-yl)-1H-pyrazol-4-yl]-3H-imidazo[4,5-b]pyridin-7-yl}-1,2,3,4-tetrahydro-naphthalen-1-yl)-amide